C(C)(C)(C)OC(CN1CCN(CC1)C1=CC=C(C=C1)C1=C(N=NC(=C1)C=1C(=NC=CC1)OC)N)=O.N1C=C(C=2C=NC=CC21)C2CNCCO2 2-(1H-pyrrolo[3,2-C]pyridin-3-yl)morpholine tert-butyl-2-(4-(4-(3-amino-6-(2-methoxypyridin-3-yl)pyridazin-4-yl)phenyl)piperazin-1-yl)acetate